FC1=C(C=CC(=C1)O)C=1C=CC(=NC1)CC(=O)NCC1=C(C=CC=C1)F 2-(5-(2-fluoro-4-Hydroxyphenyl)pyridin-2-yl)-N-(2-fluorobenzyl)acetamide